triEthoxysilane C(C)O[SiH](OCC)OCC